CC=1C(C2=C(OC=CO2)C(C1)=O)=O 6-methylbenzo[b][1,4]-dioxin-5,8-dione